ClC1=C(C=C(C=C1)C1=NN(CC2=CC=CC=C12)C1=CC=C(C=C1)F)[N+](=O)[O-] 4-(4-chloro-3-nitrophenyl)-2-(4-fluorophenyl)phthalazin